C(CCCCCCCCCCC)OCCCCCCCCCCCC mono-n-dodecyl ether